O[C@H]1CN(CCC1)C=1SC2=C(N1)C=C(C=C2)NC(=O)C=2C=CC1=C(CCO1)C2 2,3-dihydro-benzofuran-5-carboxylic acid [2-((R)-3-hydroxy-piperidin-1-yl)-benzothiazol-5-yl]-amide